COC=1C=C(C=C(C1OC)OC)C=CC(=O)Cl 3,4,5-trimethoxybenzeneacrylic acid chloride